FC1=C(C=C(CC2=NNC(C3=CC=C(C=C23)C#CC(F)(F)F)=O)C=C1)C(=O)N1CCN(CC1)C1=NC=C(C=N1)C(F)(F)F 4-(4-Fluoro-3-(4-(5-(trifluoromethyl)pyrimidin-2-yl)piperazine-1-carbonyl)benzyl)-6-(3,3,3-trifluoroprop-1-yn-1-yl)phthalazin-1(2H)-one